N-[2-(N-vinylbenzylamino)ethyl]-3-aminopropyltriethoxysilane C(=C)N(CCNCCC[Si](OCC)(OCC)OCC)CC1=CC=CC=C1